CC=1C=C2C(=NC1C1=NN(C=C1)C)C(=CS2)C2=CC=NC=C2 6-methyl-5-(1-methyl-1H-pyrazol-3-yl)-3-(pyridin-4-yl)thieno[3,2-b]pyridine